C(C=C)N1C(C=2N=C(N=CC2C1=O)NC1=NC=C(C(=C1)N[C@H](CO)C1=CC=CC=C1)C=1OC(=NN1)C=1C=NC=CC1)(C)C (S)-6-allyl-2-((4-((2-hydroxy-1-phenylethyl)amino)-5-(5-(pyridin-3-yl)-1,3,4-oxadiazol-2-yl)pyridin-2-yl)amino)-7,7-dimethyl-6,7-dihydro-5H-pyrrolo[3,4-d]pyrimidin-5-one